NC1(C(=CC=CC1)C1=CC=CC=C1)[Pd+] (2-amino-1,1-Biphenyl-2-yl)palladium (II)